O1CCC(CC1)C(=O)OC(C(C)C)I 1-iodo-2-methylpropyl tetrahydro-2H-pyran-4-carboxylate